FC(CN1C(=NC2=C1C=C(C=C2F)C=2C=CN1N=C(N=C(C12)OC)N[C@@H]1[C@@H](CN(CC1)CCO)F)C)F 2-((3R,4S)-4-((5-(1-(2,2-difluoroethyl)-4-fluoro-2-methyl-1H-benzo[d]imidazol-6-yl)-4-methoxypyrrolo[2,1-f][1,2,4]triazin-2-yl)amino)-3-fluoropiperidin-1-yl)ethan-1-ol